COC1=NC=C(C(=N1)OC)C1=CC=2C(=NC=C(C2)C(=O)NC=2C(=NC=C(C2)NC(CN2[C@H](CCC2)C)=O)C)N1 (S)-2-(2,4-dimethoxypyrimidin-5-yl)-N-(2-methyl-5-(2-(2-methylpyrrolidin-1-yl)acetamido)pyridin-3-yl)-1H-pyrrolo[2,3-b]pyridine-5-carboxamide